C(C1=CC=CC=C1)OC(=O)N1CC(CC(C1)O)(F)F 3,3-difluoro-5-hydroxy-piperidine-1-carboxylic acid benzyl ester